4-(2-((3-morpholinophenyl)amino)-2-oxoethyl)pyrrolidine-2-carboxylic acid O1CCN(CC1)C=1C=C(C=CC1)NC(CC1CC(NC1)C(=O)O)=O